3-[[2-[4-(4-ethoxy-6-oxo-1H-pyridin-3-yl)-2-fluoro-phenyl]acetyl]amino]-N-[2-[(1S,4S)-2-oxa-5-azabicyclo[2.2.1]heptan-5-yl]ethyl]-5-(trifluoromethyl)benzamide C(C)OC=1C(=CNC(C1)=O)C1=CC(=C(C=C1)CC(=O)NC=1C=C(C(=O)NCCN2[C@@H]3CO[C@H](C2)C3)C=C(C1)C(F)(F)F)F